N1=C(N=CC=C1)C#CC=1C=C(OC2=C(N=NN2)C(=O)O)C=CC1 5-(3-(2-(pyrimidin-2-yl)ethynyl)phenoxy)-1H-1,2,3-triazole-4-carboxylic acid